FC1=C(C=C(C=C1)OC=1C(=C2C=CNC2=CC1F)C)C=1NC(=CN1)C1COC2=C(C=CC=C2C1)CCC(=O)O 3-(3-(2-(2-fluoro-5-((6-fluoro-4-methyl-1H-indol-5-yl)oxy)phenyl)-1H-imidazol-5-yl)chroman-8-yl)propanoic acid